N-[6-[5-[1-Benzyloxy-1-(trifluoromethyl)pent-4-enyl]-1,3,4-oxadiazol-2-yl]-5-nitro-3-(trifluoromethyl)-2-pyridyl]but-3-enamide C(C1=CC=CC=C1)OC(CCC=C)(C(F)(F)F)C1=NN=C(O1)C1=C(C=C(C(=N1)NC(CC=C)=O)C(F)(F)F)[N+](=O)[O-]